3-Fluoro-5-methoxy-aniline FC=1C=C(N)C=C(C1)OC